OCCCCCC(=O)NN 6-hydroxyhexanoyl-hydrazine